5-[(3-ethylaminophenoxypropylsulfanyl)methyl]oxazol-2(3H)-one C(C)NC=1C=C(OCCCSCC2=CNC(O2)=O)C=CC1